dichlorobis{[4-(N,N-dimethylamino)phenyl]di-t-butylphosphino}palladium(II) Cl[Pd-2](P(C(C)(C)C)C(CC1=CC=C(C=C1)N(C)C)(C)C)(P(C(CC1=CC=C(C=C1)N(C)C)(C)C)C(C)(C)C)Cl